CC(CCO)CC 3-methyl-1-pentyl alcohol